1-(4-methyl-2-(4-(piperidin-4-ylmethyl)piperazin-1-yl)quinolin-6-yl)-3-(3-(piperazin-1-yl)propyl)thiourea CC1=CC(=NC2=CC=C(C=C12)NC(=S)NCCCN1CCNCC1)N1CCN(CC1)CC1CCNCC1